2-Tert-butyl-6-methyl-dihydroisoquinoline C(C)(C)(C)N1CC2=CC=C(C=C2CC1)C